NC(C(=O)O)(CCCCB(O)O)CCCC1N(CCCC1)CC1=CC(=C(C=C1)F)F 2-amino-6-borono-2-(3-(1-(3,4-difluorobenzyl)piperidin-2-yl)propyl)hexanoic acid